C1(=CCCCC1)C(=O)O cyclohex-1-enecarboxylic acid